(2S)-1-(5,6-dimethylpyrido[4,3-b]carbazol-9-yl)oxy-N-ethyl-propan-2-amine CC1=C2C(=CC=3C=4C=C(C=CC4N(C13)C)OC[C@H](C)NCC)C=NC=C2